CN(C=1N=CC2=C(N1)C(=NC(=N2)C)N)C N2,N2,6-trimethylpyrimido[5,4-d]pyrimidine-2,8-diamine